C(C)(C)(C)C=1N=CN(C1)C1=NC2=CC=C(C=C2C(=C1)OCC)N 2-(4-(tert-butyl)-1H-imidazol-1-yl)-4-ethoxyquinolin-6-amine